C(#N)C1(CC1)NS(=O)(=O)C=1C=C(C=2N(C1)C(=CN2)C=2SC(=NN2)C(F)F)N2[C@H](COCC2)CC (S)-N-(1-cyanocyclopropyl)-3-(5-(difluoromethyl)-1,3,4-thiadiazol-2-yl)-8-(3-ethylmorpholino)imidazo[1,2-a]pyridine-6-sulfonamide